BrC=1C=CC2=C(C(=CO2)COC2=C(C=CC(=C2)C)CC(=O)OCC)C1 ethyl 2-(2-((5-bromobenzofuran-3-yl)methoxy)-4-methylphenyl)acetate